Non-2-en-9-one CC=CCCCCCC=O